C=1(C(=CC=C(C1)O)C)C(C)C o-cymene-5-ol